5-[125I]-iodouridine [125I]C=1C(NC(N([C@H]2[C@H](O)[C@H](O)[C@@H](CO)O2)C1)=O)=O